FC12C3(C=CC(C=C3CCC2C2CC(C(C2(CC1O)C)O)C)=O)C 1-fluoro-14,17-dihydroxy-2,13,15-trimethyltetracyclo[8.7.0.02,7.011,15]Heptadecane-3,6-diene-5-one